N[C@H]1C2N(CC1CC2)C(=O)C=2C=C(C=1N(C2)N=C(C1C)C=1N(C2=CC(=CC=C2C1)C1=C(C(=CC=C1)O)F)CC1CC1)F ((7R)-7-amino-2-azabicyclo[2.2.1]hept-2-yl)(2-(1-(cyclopropylmethyl)-6-(2-fluoro-3-hydroxyphenyl)-1H-indol-2-yl)-4-fluoro-3-methylpyrazolo[1,5-a]pyridin-6-yl)methanone